C(=O)C1=CC=C(C=C1)C1=C(C=CC=C1)C#N 4'-formyl-2-cyanobiphenyl